NC1=NC=NC(=C1C#N)N[C@@H](C)C1=NC2=CC=CC(=C2C(N1C1=CC=CC=C1)=O)Cl (S)-4-amino-6-((1-(5-chloro-4-oxo-3-phenyl-3,4-dihydroquinazolin-2-yl)ethyl)amino)pyrimidine-5-carbonitrile